FC(C(=O)O)(F)F.FC1(CCN(CC1)C1=NC(=CC(=C1)NC1=NC=NC2=CC(=CC(=C12)N1CCC2(CC2)CC1)NS(=O)(=O)CCO)C)F N-(4-((2-(4,4-difluoropiperidin-1-yl)-6-methylpyridin-4-yl)amino)-5-(6-azaspiro[2.5]octan-6-yl)quinazolin-7-yl)-2-hydroxyethane-1-sulfonamide 2,2,2-trifluoroacetate